CNC=1N=NC(=CC1)C=1C=NN(C1)C1=CC=CC=C1 N-methyl-6-(1-phenyl-1H-pyrazol-4-yl)pyridazin-3-amine